ClC=1C=C2C=3N(C(=C(C(N(C4=CN=C(OCCOCCOCC5CCCN(C(C2=CC1)=O)C5)N=C4)C4=CC=C(C=C4)O)=O)C3)C)C 10-Chloro-2-(4-hydroxyphenyl)-5,6-dimethyl-21,24,27-trioxa-2,6,15,29,32-pentaazapentacyclo[26.2.2.1~4,7~.1~15,19~.0~8,13~]tetratriaconta-1(30),4,7(34),8,10,12,28,31-octaene-3,14-dione